C(C=C)(=O)OCCC1=CC=C(C=C1)C(C)C 2-(4-(1-methylethyl)phenyl)ethyl acrylate